O1CCN(CC1)C=1C=CC2=C(NC(=N2)C2=NNC3=CC=C(C=C23)C(=O)N[C@H]2CN(CC2)C(=O)OC(C)(C)C)C1 tert-butyl (R)-3-(3-(6-morpholino-1H-benzo[d]imidazol-2-yl)-1H-indazole-5-carboxamido)pyrrolidine-1-carboxylate